BrC1=CC(=NC=C1F)OC(F)F 4-bromo-2-(difluoromethoxy)-5-fluoropyridine